OC1CC(C1)OC1=CC(=CC(=N1)N1CC2(C=3C=NC(=CC31)NC(C)=O)CC2)C N-(1'-(6-((1s,3s)-3-hydroxycyclobutoxy)-4-methylpyridin-2-yl)-1',2'-dihydrospiro[cyclopropane-1,3'-pyrrolo[3,2-c]pyridin]-6'-yl)acetamide